N-(2-chloro-5-(4-((1-phenylethyl)amino)quinazolin-6-yl)pyridin-3-yl)-2-(dimethylamino)ethane-1-sulfonamide ClC1=NC=C(C=C1NS(=O)(=O)CCN(C)C)C=1C=C2C(=NC=NC2=CC1)NC(C)C1=CC=CC=C1